tert-butyl-((2-iodo-4-nitrobenzyl)oxy)dimethylsilane C(C)(C)(C)[Si](C)(C)OCC1=C(C=C(C=C1)[N+](=O)[O-])I